5-Isopropyl-N-(2-(1-methyl-1H-1,2,3-triazol-4-yl)pyrimidin-4-yl)-8-((2R,3S)-2-methyl-3-((methylsulfonyl)methyl)azetidin-1-yl)isoquinolin-3-amine C(C)(C)C1=C2C=C(N=CC2=C(C=C1)N1[C@@H]([C@H](C1)CS(=O)(=O)C)C)NC1=NC(=NC=C1)C=1N=NN(C1)C